CC=1N(C(N(C1C)C1=C(C=C(C=C1C)C)C)=[Ru](=CC=1SC=CC1)(Cl)Cl)C1=C(C=C(C=C1C)C)C [4,5-dimethyl-1,3-bis(2,4,6-trimethylphenyl)imidazol-2-ylidene][2-thienyl-methylene]ruthenium dichloride